C(#N)C1=CC(=C(COC2=CC=CC(=N2)N2N=C3C(=C2)CN(C3)CC3=NC2=C(N3C[C@H]3OCC3)C=C(C=C2)C(=O)O)C=C1)F (S)-2-((2-(6-((4-cyano-2-fluorobenzyl)oxy)pyridin-2-yl)-2,6-dihydropyrrolo[3,4-c]pyrazol-5(4H)-yl)methyl)-1-(oxetan-2-ylmethyl)-1H-benzo[d]imidazole-6-carboxylic acid